(7-bromo-2-(2-((tert-butyldimethylsilyl)oxy)ethyl)benzofuran-5-yl)methanol BrC1=CC(=CC=2C=C(OC21)CCO[Si](C)(C)C(C)(C)C)CO